FC(C(=O)O)(F)F.NCC(CC=1N(C(NN1)=O)C1=NC=C(C=C1F)C=1C=NC(=CC1)C(F)(F)F)=C(F)F [2-(aminomethyl)-3,3-difluoro-allyl]-4-[3-fluoro-5-[6-(trifluoromethyl)-3-pyridinyl]-2-pyridinyl]-1,2,4-triazol-3-one trifluoroacetate salt